CC(C)CCCCCCOS(=O)(=O)O The molecule is an alkyl sulfate that is 7-methyloctyl ester of sulfuric acid. It has a role as a Daphnia pulex metabolite and a kairomone. It is a conjugate acid of a 7-methyloctyl sulfate.